FC=1C(=C(C(=NC1)C)N)COC 5-fluoro-4-(methoxymethyl)-2-methylpyridin-3-amine